N-(5-(1-cyclopropyl-1H-1,2,4-triazol-3-yl)-2-methylphenyl)-7-methylimidazo[1,2-a]pyridine-3-carboxamide C1(CC1)N1N=C(N=C1)C=1C=CC(=C(C1)NC(=O)C1=CN=C2N1C=CC(=C2)C)C